2-[(5-methyl-1,2,4-Oxadiazol-3-yl)methyl]-1H-imidazo[4,5-c]Quinoline CC1=NC(=NO1)CC=1NC2=C(C=NC=3C=CC=CC23)N1